cyclohexane-1,2-dicarboxylic acid diallyl ester C(C=C)OC(=O)C1C(CCCC1)C(=O)OCC=C